2-(5-(2-((8-(((1,1,1,3,3,3-hexafluoropropan-2-yl)oxy)carbonyl)-1,8-diazaspiro[4.5]decan-1-yl)methyl)-5-(trifluoromethyl)phenyl)-2,5-diazabicyclo[2.2.1]heptan-2-yl)acetic acid FC(C(C(F)(F)F)OC(=O)N1CCC2(CCCN2CC2=C(C=C(C=C2)C(F)(F)F)N2C3CN(C(C2)C3)CC(=O)O)CC1)(F)F